7-methyl-9-[4-(trifluoro-methyl)phenyl]-9H-carbazole-3-carboxylic acid CC1=CC=C2C=3C=C(C=CC3N(C2=C1)C1=CC=C(C=C1)C(F)(F)F)C(=O)O